5-chloro-1-methylpyrazolo[4,3-b]pyridine ClC1=CC=C2C(=N1)C=NN2C